ClC1=C2C(=CN=CC2=CC=C1)C1=C(C=2N=C(N=C(C2C=N1)N1C[C@@H](N(CC1)C(=O)OCC1=CC=CC=C1)CC#N)OC[C@H]1N(CCC1)C)F benzyl (2S)-4-[7-(5-chloro-4-isoquinolyl)-8-fluoro-2-[[(2S)-1-methylpyrrolidin-2-yl]methoxy]pyrido[4,3-d]pyrimidin-4-yl]-2-(cyanomethyl)piperazine-1-carboxylate